10-undecenyltrimethoxysilane C(CCCCCCCCC=C)[Si](OC)(OC)OC